[1-(2-diphenylphosphanyl-1-naphthyl)-2-naphthyl]-diphenyLphosphane C1(=CC=CC=C1)P(C1=C(C2=CC=CC=C2C=C1)C1=C(C=CC2=CC=CC=C12)P(C1=CC=CC=C1)C1=CC=CC=C1)C1=CC=CC=C1